tert-butyl (2S)-3-methyl-2-[4-(tributylstannyl)-1,2,3-triazol-1-yl]butanoate CC([C@@H](C(=O)OC(C)(C)C)N1N=NC(=C1)[Sn](CCCC)(CCCC)CCCC)C